[Ir].C1(=CC=CC=C1)C1=NC=CC2=CC=CC=C12 1-phenyl-isoquinoline iridium